N-[2-(2-chloro-4-methylphenyl)-2,2-difluoroethyl]-6-[(3-cyclopropyl-2-fluorophenyl)sulfinyl]-3-methyl-1,2,4-triazine-5-carboxamide ClC1=C(C=CC(=C1)C)C(CNC(=O)C=1N=C(N=NC1S(=O)C1=C(C(=CC=C1)C1CC1)F)C)(F)F